COC=1C=CC(CC1C=1C2=C(OCC1)C=1C=CC(=CC1C1=C2C(C2=CC(=CC=C21)C2=CC=CC=C2)(CCC)CCC)N2CCCCC2)(OCCOCCOC(C)C(=O)C(=C)C)C2=CC=CC=C2 6-methoxy-7-(piperidin-1-yl)-11-phenyl-13,13-dipropyl-3-phenyl-3-(2-(2-(1-methacroylethoxy)ethoxy)ethoxy)phenyl-3H,13H-indeno[2',3':3,4]naphtho[1,2-b]pyran